ClC1=CC(=C(C(=O)O)C=C1Cl)C=O (d)-4,5-dichloro-2-formylbenzoic acid